tert-butyl (3-amino-3-(2-hydroxyethyl)cyclobutyl)carbamate NC1(CC(C1)NC(OC(C)(C)C)=O)CCO